C(OC1=CC=C(C=C1)[N+](=O)[O-])(OCC=1N=CSC1)=O 4-nitrophenyl (thiazol-4-ylmethyl) carbonate